1-(4-bromobenzyl)cyclopropane-1-carbonitrile BrC1=CC=C(CC2(CC2)C#N)C=C1